para-phenoxyphenol O(C1=CC=CC=C1)C1=CC=C(C=C1)O